methyl α-methyl-5H-[1]-benzopyrano[2,3-b]pyridine-7-acetate CC(C(=O)OC)C=1C=CC2=C(CC=3C(=NC=CC3)O2)C1